C(C)[Si](OCCC)(OCCC)C1=CC=CC=C1 ethyl-(phenyl)dipropoxysilane